C(C)(=O)O[C@H]1[C@H](O[C@H]([C@@H]([C@H]1OC(C)=O)OC(C)=O)OC1=C(C=C(C=C1)NC(=O)OC(C)(C)C)COC1=CC=C(C=C1)[N+](=O)[O-])COC(C)=O (2R,3S,4S,5R,6S)-2-(acetoxymethyl)-6-(4-((tert-butoxycarbonyl)amino)-2-((4-nitrophenoxy)methyl)phenoxy)tetrahydro-2H-pyran-3,4,5-triyl triacetate